C(C=CC1=CC=CC=C1)OC(C=CC1=CC=CC=C1)=O.C(C=CC1=CC=CC=C1)(=O)O cinnamic acid cinnamyl-cinnamate